N-((2-(6-((cis)-2,6-dimethylmorpholino)pyridin-2-yl)-1,6-naphthyridin-7-yl)methyl)-2-fluoro-5-(methylsulfonyl)benzamide C[C@@H]1O[C@@H](CN(C1)C1=CC=CC(=N1)C1=NC2=CC(=NC=C2C=C1)CNC(C1=C(C=CC(=C1)S(=O)(=O)C)F)=O)C